C1(CC1)C=1C2=C(C(N(N1)CC(=O)N[C@@H](C)C1=C(C=C(C=C1)C)F)=O)N(N=C2)C2=CC=CC=C2 (S)-2-(4-cyclopropyl-7-oxo-1-phenyl-1,7-dihydro-6H-pyrazolo[3,4-d]pyridazin-6-yl)-N-(1-(2-fluoro-4-methylphenyl)ethyl)acetamide